1,1-cyclopropanedicarboxamide C1(CC1)(C(=O)N)C(=O)N